4'-bromomethyl-2-biphenyl-carboxylic acid ethyl ester C(C)OC(=O)C=1C(=CC=CC1)C1=CC=C(C=C1)CBr